(2R)-3-(4-hydroxy-3-methoxyphenyl)propane-1,2-diol OC1=C(C=C(C=C1)C[C@H](CO)O)OC